NN1C(N(N=CC1=O)C1=CC(=C(C(=C1)Cl)OC=1C=C2C3(C(NC2=CC1)=O)C(C3)C)Cl)=O amino-2-(3,5-dichloro-4-((2-methyl-2'-oxospiro[cyclopropane-1,3'-indolin]-5'-yl)oxy)phenyl)-1,2,4-triazine-3,5(2H,4H)-dione